ClC1=NN2C(C(=N1)N[C@H]1[C@H]3C4CC4[C@@H]([C@@H]1C(=O)OCC)CC3)=CC=C2C(=O)O 2-chloro-4-(((1S,5R,6S,7S)-7-(ethoxycarbonyl)tricyclo[3.2.2.02,4]nonan-6-yl)amino)pyrrolo[2,1-f][1,2,4]triazine-7-carboxylic acid